C(C(=C)C)(=O)OCCCC[SiH2]C(OCC)OCC methacryloxybutyldiethoxymethylsilane